OC=1C=C2C=CC(C2=CC1)=O 5-hydroxyindenone